α-azidoacetic acid N(=[N+]=[N-])CC(=O)O